N-[(E)-1-pyridin-2-ylethylideneamino]pyrrolidine-1-carbothioamide N1=C(C=CC=C1)\C(\C)=N\NC(=S)N1CCCC1